C(C1=CC=CC=C1)N(CCCCCCCC(=O)OC)CCCCCCCC(=O)OC methyl 8-[benzyl-(8-methoxy-8-oxo-octyl) amino]-octanoate